O1C=2C(OCC1COCCC(S(=O)(=O)[O-])CCC(C)C)=CSC2.[Na+] sodium 3-[(2,3-dihydrothieno[3,4-b][1,4]dioxin-2-yl) methoxy]-1-isopentyl-1-propanesulfonate